beta-octyloxy-5alpha-hydroxy-6beta-[2-(1H-imidazol-4-yl)ethylamino]cholestane CC(CCCCCC)OCC(C)CCC[C@@H](C)[C@H]1CC[C@H]2[C@@H]3C[C@H]([C@]4(CCCC[C@]4(C)[C@H]3CC[C@]12C)O)NCCC=1N=CNC1